6-(1-((1s,4s)-4-(ethylamino)cyclohexyl)-5-methyl-1H-pyrazol-4-yl)-4-((3-fluoropyridin-2-yl)thio)pyrazolo[1,5-a]pyridine-3-carbonitrile C(C)NC1CCC(CC1)N1N=CC(=C1C)C=1C=C(C=2N(C1)N=CC2C#N)SC2=NC=CC=C2F